N1(CCC1)CCCOC1=CC=C(C(=N1)F)C1=CC=2C3=C(C=NC2C=C1)N(C(N3C(C)C)=O)C 8-[6-[3-(Azetidin-1-yl)propoxy]-2-fluoro-3-pyridyl]-1-isopropyl-3-methylimidazo[4,5-c]chinolin-2-on